1-(4-((4-((2-fluoro-3-(furan-2-yl)-6-methoxyphenyl)amino)-7-methoxyquinazolin-6-yl)oxy)piperidin-1-yl)prop-2-en-1-one FC1=C(C(=CC=C1C=1OC=CC1)OC)NC1=NC=NC2=CC(=C(C=C12)OC1CCN(CC1)C(C=C)=O)OC